FC1(CCC(CC1)CC(=O)OC[C@H]1O[C@@]([C@@H]([C@@H]1O)O)(C#N)C1=CC=C2C(=NC=NN21)N)F ((2R,3S,4R,5R)-5-(4-aminopyrrolo[2,1-f][1,2,4]triazin-7-yl)-5-cyano-3,4-dihydroxytetrahydrofuran-2-yl)methyl 2-(4,4-difluorocyclohexyl)acetate